C1(=CC(=CC=C1)N1C(CC2=CC=CC=C12)C(=O)N)C (m-tolyl)indoline-2-carboxamide